OC1=CC=C(C=C1)CC(=O)NC=1C(NN=CC1)=O 2-(4-hydroxyphenyl)-N-(3-oxo-2,3-dihydropyridazin-4-yl)acetamide